N,N-diethylaminopropyl methacrylate C(C(=C)C)(=O)OCCCN(CC)CC